COC=1C=CC=C2C3=C(NC12)CN(CC3)CCCOC3=CC=C1CCC(NC1=C3)=O 7-(3-(8-methoxy-1,3,4,9-tetrahydro-2H-pyrido[3,4-b]indol-2-yl)propoxy)-3,4-dihydroquinolin-2(1H)-one